CC1(CCC=2C=C(C=NC2C1)[N+](=O)[O-])C 7,7-dimethyl-3-nitro-5,6,7,8-tetrahydroquinoline